(R)-5-(5-(3-aminopiperidine-1-carbonyl)-7-methoxy-1-methyl-1H-benzo[d]imidazol-2-yl)-1-(cyclopropylmethyl)-1H-pyrrole-2-carboxamide hydrochloride Cl.N[C@H]1CN(CCC1)C(=O)C1=CC2=C(N(C(=N2)C2=CC=C(N2CC2CC2)C(=O)N)C)C(=C1)OC